COCC1=C(C(=CC(=C1CO)C1CCCC1)COC)O 2,6-bis(methoxymethyl)hydroxymethyl-4-cyclopentylphenol